Methyl-fluoren CC1=CC=CC=2C3=CC=CC=C3CC12